N-(2-(4,4-difluorocyclohexyl)-4-(2-fluorophenyl)pyridin-3-yl)-2-(tetrahydro-2H-pyran-4-yl)pyrimidine-5-carboxamide FC1(CCC(CC1)C1=NC=CC(=C1NC(=O)C=1C=NC(=NC1)C1CCOCC1)C1=C(C=CC=C1)F)F